O1CCN(CC1)CCCOC1=CC=C2C=C(C(C2=C1)=O)C=1C=NC=CC1 6-(3-morpholinopropoxy)-2-(pyridin-3-yl)-1H-inden-1-one